5,7-dimethyl-N2-(1-methylpiperidin-4-yl)pyrido[2,3-d]pyrimidine-2,4-diamine CC1=CC(=NC=2N=C(N=C(C21)N)NC2CCN(CC2)C)C